3'-((5-amino-6-chloropyrimidin-4-yl)amino)-2'-fluoro-4'-(4-methylpiperazin-1-yl)-[1,1'-biphenyl]-4-carboxylic acid methyl ester COC(=O)C1=CC=C(C=C1)C1=C(C(=C(C=C1)N1CCN(CC1)C)NC1=NC=NC(=C1N)Cl)F